methyl 4-(dimethylamino)-2-methyl-4-oxobutanoate CN(C(CC(C(=O)OC)C)=O)C